FC=1C=C(C(=O)OC(C)(C)C)C=C(C1)C(CC)CC tert-butyl 3-fluoro-5-(pentan-3-yl)benzoate